methyl 1-(4-(trifluoromethoxy)piperidine-1-carbonyl)cyclopropane-1-carboxylate FC(OC1CCN(CC1)C(=O)C1(CC1)C(=O)OC)(F)F